1-(benzo[h]quinolin-2-yl)ethanone N1=C(C=CC2=CC=C3C(=C12)C=CC=C3)C(C)=O